phenyl (5-(methylcarbamoyl)pyridin-3-yl)carbamate CNC(=O)C=1C=C(C=NC1)NC(OC1=CC=CC=C1)=O